(4-(2-fluoroethoxy)phenyl)methanone tert-butyl-1-(4-(bicyclo[1.1.1]pentan-1-yl)phenyl)-3-(2-methoxy-2-oxoethyl)-1,4,6,7-tetrahydro-5H-pyrazolo[4,3-c]pyridine-5-carboxylate C(C)(C)(C)OC(=O)N1CC2=C(CC1)N(N=C2CC(=O)OC)C2=CC=C(C=C2)C21CC(C2)C1.FCCOC1=CC=C(C=C1)C=O